8-methyl-6-(4,4,5,5-tetramethyl-1,3,2-dioxaborolan-2-yl)-[1,2,4]triazolo[1,5-a]pyridine CC=1C=2N(C=C(C1)B1OC(C(O1)(C)C)(C)C)N=CN2